cis-N-(3-(1-cyanoethyl)-4-methylphenyl)-3-methyl-6-azabicyclo[3.1.1]heptane-6-carboxamide C(#N)C(C)C=1C=C(C=CC1C)NC(=O)N1C2CC(CC1C2)C